NC=1SC=C(N1)CC(=O)NC(C)(CC(C=C(C)C)=O)C 2-(2-amino-1,3-thiazol-4-yl)-N-(2,6-dimethyl-4-oxohept-5-en-2-yl)acetamide